FC(C(=O)NC1CNCC1)(F)F (+)-3-(trifluoroacetamido)pyrrolidine